CN(C(OC1=CC2=C(C(N(C(O2)=O)CC2=C(C(=CC=C2)NS(NC)(=O)=O)F)=O)C=C1)=O)C [3-[[2-fluoro-3-(methylsulfamoylamino)phenyl]methyl]-2,4-dioxo-1,3-benzoxazin-7-yl] N,N-dimethylcarbamate